C(C)(C)(C)C=1C=C2C=NN(C(C2=C(C1)F)=O)C1=NC=CC(=C1CO)C=1C=C(C(N(C1)C)=O)NC(=O)C1CC12CCNCC2 N-(5-(2-(6-tert-butyl-8-fluoro-1-oxophthalazin-2(1H)-yl)-3-(hydroxymethyl)pyridin-4-yl)-1-methyl-2-oxo-1,2-dihydropyridin-3-yl)-6-azaspiro[2.5]Octane-1-carboxamide